C(C)(C)(C)OC(COC1(CCC1)OCC1=CC=CC=C1)=O 2-(3-cis-(phenylmethoxy)cyclobutoxy)acetic acid tert-butyl ester